C(OC1(N(C(N(C(C1([2H])[2H])CCCCCCCCCCCCCCCC[2H])[2H])(N(C)C)[2H])[2H])[2H])([2H])([2H])[2H] 4-(Methoxy-d3)-6-(1-hexadecyl-d1)-(N,N-dimethylpyrimidin-2-amine-d6)